C(C)(C)(C)OC(=O)N1C(CC2(CC1)OCC(C1=C2SC(=C1)Cl)NC)C 2-chloro-2'-methyl-4-(methylamino)spiro[4,5-dihydrothieno[2,3-C]pyran-7,4'-piperidine]-1'-carboxylic acid tert-butyl ester